4-(4-fluorophenyl)pyrrolidine-3-carboxylic acid methyl ester COC(=O)C1CNCC1C1=CC=C(C=C1)F